(2S,4R)-4-hydroxy-1-[(2R)-3-methyl-2-[3-(methylaminomethyl)isoxazol-5-yl]butanoyl]-N-[(1S)-1-[4-(4-methylthiazol-5-yl)phenyl]ethyl]pyrrolidine-2-carboxamide O[C@@H]1C[C@H](N(C1)C([C@H](C(C)C)C1=CC(=NO1)CNC)=O)C(=O)N[C@@H](C)C1=CC=C(C=C1)C1=C(N=CS1)C